N-[(1R)-1-[3-amino-5-(trifluoromethyl)phenyl]ethyl]-6-(morpholine-4-carbonyl)thieno[2,3-d]pyrimidin-4-amine NC=1C=C(C=C(C1)C(F)(F)F)[C@@H](C)NC=1C2=C(N=CN1)SC(=C2)C(=O)N2CCOCC2